Cl.C(C)OC1=CC=C(C=C1)NN (4-ethoxyphenyl)hydrazine hydrochloride